R-2-hydroxy-glutaryl-CoA O[C@@H](C(=O)SCCNC(CCNC([C@@H](C(COP(OP(OC[C@@H]1[C@H]([C@H]([C@@H](O1)N1C=NC=2C(N)=NC=NC12)O)OP(=O)(O)O)(=O)O)(=O)O)(C)C)O)=O)=O)CCC(=O)O